COC=1C=C2C(=NC=NC2=CC1OC)N1CCC(CC1)C1(CC1)CNS(=O)(=O)NC(OC(C)(C)C)=O tert-butyl (N-((1-(1-(6,7-dimethoxyquinazolin-4-yl)piperidin-4-yl)cyclopropyl)methyl)sulfamoyl)carbamate